[2H]C(C=1C=C(C=C2C=C([C@H](OC12)C(F)(F)F)C(=O)O)OC(F)(F)F)([2H])[2H] (S)-8-trideuteromethyl-6-(trifluoromethoxy)-2-(trifluoromethyl)-2H-chromene-3-carboxylic acid